ClC1=CC(=NC2=CC(=CC=C12)C(=O)O)C1=CC=C(C=C1)F 4-Chloro-2-(4-fluorophenyl)quinoline-7-carboxylic acid